2-[[3-(1-tert-butoxycarbonylpyrrolidin-3-yl)-6-chloro-4-quinolyl]amino]-5-chloro-benzoic acid C(C)(C)(C)OC(=O)N1CC(CC1)C=1C=NC2=CC=C(C=C2C1NC1=C(C(=O)O)C=C(C=C1)Cl)Cl